(S)-4-(5-(3-((2-((S)-3-carboxybutanoyl)-4-chloro-6-methoxybenzo[b]thiophen-5-yl)oxy)propoxy)-4-fluoro-6-hydroxybenzo[b]thiophen-2-yl)-2-methyl-4-oxobutanoic acid C(=O)(O)[C@H](CC(=O)C1=CC2=C(S1)C=C(C(=C2Cl)OCCCOC2=C(C1=C(SC(=C1)C(C[C@@H](C(=O)O)C)=O)C=C2O)F)OC)C